(2-((1-(4-hydroxycyclohexyl)-1H-pyrazol-4-yl)amino)-5-methylpyrimidin-4-yl)benzoic acid OC1CCC(CC1)N1N=CC(=C1)NC1=NC=C(C(=N1)C1=C(C(=O)O)C=CC=C1)C